NC=1C=C(C(=C(C1)NCC=1N=C2N(C=C(C=C2N2C(N(C(C2)=O)C)=O)C2CC2)C1)Cl)F 1-(2-(((5-amino-2-chloro-3-fluorophenyl)amino)methyl)-6-cyclopropylimidazo[1,2-a]pyridin-8-yl)-3-methylimidazolidine-2,4-dione